5-((4-amino-1-methylcyclohexyl)methyl)-7-((2-(trimethylsilyl)ethoxy)methyl)-2-oxa-5,7-diazaspiro[3.4]octane-6,8-dione NC1CCC(CC1)(C)CN1C2(COC2)C(N(C1=O)COCC[Si](C)(C)C)=O